(R)-5-(3-amino-4-chloro-phenyl)-3-methyl-3,6-dihydro-2H-pyridine-1-carboxylic acid tert-butyl ester C(C)(C)(C)OC(=O)N1C[C@@H](C=C(C1)C1=CC(=C(C=C1)Cl)N)C